1-benzyl-N,N-dimethyl-4-aminodithiobenzoate C(C1=CC=CC=C1)C1(C(=S)[S-])CC=C(C=C1)N(C)C